(S)-2-((4-(6-((4-cyanobenzofuran-7-yl)methoxy)pyridin-2-yl)piperidin-1-yl)methyl)-3-(Oxetan-2-ylmethyl)-3H-imidazo[4,5-b]pyridine-5-carboxylic acid C(#N)C1=CC=C(C2=C1C=CO2)COC2=CC=CC(=N2)C2CCN(CC2)CC2=NC=1C(=NC(=CC1)C(=O)O)N2C[C@H]2OCC2